C(C)(=O)OCC(COC(C)=O)(C)CO 2-(hydroxymethyl)-2-methylpropan-1,3-diyl diacetate